COC1=C(CNC2=NC=C3N=CN(C3=N2)[C@H]2[C@@H](O)[C@H](O)[C@H](O2)CO)C=CC(=C1)OC 2,4-dimethoxybenzylamino-9-β-D-arabinofuranosylpurine